2,3-dihydroxy-5-({[(2R,3R,4S,5R,6R)-3,4,5,6-tetrakis({3,4-dihydroxy-5-[(3,4,5-trihydroxyphenyl)carbonyloxy]phenyl}carbonyloxy)oxan-2-yl]methoxy}carbonyl)phenyl 3,4,5-trihydroxybenzoate OC=1C=C(C(=O)OC2=C(C(=CC(=C2)C(=O)OC[C@H]2O[C@@H]([C@@H]([C@H]([C@@H]2OC(=O)C2=CC(=C(C(=C2)OC(=O)C2=CC(=C(C(=C2)O)O)O)O)O)OC(=O)C2=CC(=C(C(=C2)OC(=O)C2=CC(=C(C(=C2)O)O)O)O)O)OC(=O)C2=CC(=C(C(=C2)OC(=O)C2=CC(=C(C(=C2)O)O)O)O)O)OC(=O)C2=CC(=C(C(=C2)OC(=O)C2=CC(=C(C(=C2)O)O)O)O)O)O)O)C=C(C1O)O